(S)-(1-(7,8-dichloro-4-(1H-imidazol-1-yl)quinolin-2-yl)pyrrolidin-2-yl)methanamine TFA salt OC(=O)C(F)(F)F.ClC1=CC=C2C(=CC(=NC2=C1Cl)N1[C@@H](CCC1)CN)N1C=NC=C1